(R)-7'-bis(3,5-di-tert-butylphenyl)phosphino-2',3'-dihydrospiro[chromane-4,1'-indene] C(C)(C)(C)C=1C=C(C=C(C1)C(C)(C)C)P(C=1C=CC=C2CC[C@@]3(C12)CCOC1=CC=CC=C13)C1=CC(=CC(=C1)C(C)(C)C)C(C)(C)C